NC1=NC(N(C2=CC(=CC(=C12)OC)C1CC1)C1=C(C=CC=C1)Cl)=O 4-Amino-1-(2-chlorophenyl)-7-cyclopropyl-5-methoxyquinazolin-2(1H)-one